C(C)N(C([C@@H](C)OC1=CC=CC2=CC=CC=C12)=O)CC D-(-)-N,N-DIETHYL-2-(NAPHTHOXY)-PROPIONAMID